C(C)(=O)N(N(C(=O)C1=CC=2C3=C(C(=NC2C=C1)N)C=NN3C)CC3=NN(C=C3)C3=CC(=CC=C3)F)C N'-acetyl-4-amino-N-((1-(3-fluorophenyl)-1H-pyrazol-3-yl)methyl)-N',1-dimethyl-1H-pyrazolo[4,3-c]quinoline-8-carbohydrazide